C1(CCCCC1)OCC1C2C=CC(C1)C2 5-cyclohexyloxymethyl-bicyclo[2.2.1]hept-2-ene